(S)-2,3-Dimethyl-4-(pyrrolidin-3-ylamino)-1H-indole-7-carbonitrile TFA salt OC(=O)C(F)(F)F.CC=1NC2=C(C=CC(=C2C1C)N[C@@H]1CNCC1)C#N